ClC=1C=C(CN([C@H]2C[C@H](NC2)C(=O)O)C)C=CC1 (2s,4s)-4-((3-chlorobenzyl)(methyl)amino)pyrrolidine-2-carboxylic acid